Methyl (4R)-6-[[(3aS)-1,1-dioxo-2,3,3a,4,6,7-hexahydro-[1,2,5]thiadiazolo[2,3-a]pyrazin-5-yl]methyl]-4-(2-chloro-4-fluoro-phenyl)-2-thiazol-2-yl-1,4-dihydropyrimidine-5-carboxylate O=S1(NC[C@H]2N1CCN(C2)CC2=C([C@@H](N=C(N2)C=2SC=CN2)C2=C(C=C(C=C2)F)Cl)C(=O)OC)=O